ClC1=NC=C(C=2N1C=CN2)I 5-chloro-8-iodoimidazo[1,2-c]Pyrimidine